diethyl 3,3'-(2-oxo-2,3-dihydro-1H-pyrrolo[2,3-b]pyridine-3,3-diyl)dipropionate O=C1C(C=2C(=NC=CC2)N1)(CCC(=O)OCC)CCC(=O)OCC